C(C1=CC=CC=C1)N1CCC(CC1)CCNC(=O)N1CCN(CC1)C1=CC(=CC=C1)OC(F)(F)F N-[2-(1-benzylpiperidin-4-yl)ethyl]-4-[3-(trifluoromethoxy)phenyl]piperazine-1-carboxamide